CC1=CC=C(C=C1)C=1C(=NC(=NC1)N[C@H]1CNCCC1)C1=CC=C(C#N)C=C1 |r| (±)-4-[5-(4-methylphenyl)-2-[(piperidin-3-yl)amino]pyrimidin-4-yl]benzonitrile